pyrrolo[2,3-d]pyrimidin-6-amine N1=CN=CC2=C1N=C(C2)N